2-(4-chlorophenyl)-4-phenylquinoline ClC1=CC=C(C=C1)C1=NC2=CC=CC=C2C(=C1)C1=CC=CC=C1